OC(CC(=O)[O-])CC.[K+] potassium 3-hydroxyvalerate